(R)-N-((3,4-dihydroisoquinolin-1-yl)methyl)-2-(9-(pyridin-2-yl)-6-oxaspiro[4.5]dec-9-yl)-ethylamine C1(=NCCC2=CC=CC=C12)CNCC[C@]1(CCOC2(CCCC2)C1)C1=NC=CC=C1